C1=CC=CC2=CC3=CC=CC=C3C(=C12)C(=O)N anthracene-9-formamide